4-Methyl-5-((7-methyl-8-oxo-9-(tetrahydro-2H-pyran-4-yl)-8,9-dihydro-7H-purin-2-yl)amino)pyridin-2-yl methanesulfonate CS(=O)(=O)OC1=NC=C(C(=C1)C)NC1=NC=C2N(C(N(C2=N1)C1CCOCC1)=O)C